glucosyl-(1→6)-[glucosyl-(1→2)-glucosyl-(1→2)]-glucose C1([C@H](O)[C@@H](O)[C@H](O)[C@H](O1)CO)OC[C@H]([C@H]([C@@H]([C@H](C=O)OC1[C@H](OC2[C@H](O)[C@@H](O)[C@H](O)[C@H](O2)CO)[C@@H](O)[C@H](O)[C@H](O1)CO)O)O)O